N-(3-(2-hydroxypropyl)-1,2,4-thiadiazol-5-yl)-5-(3-methoxyphenyl)thiophene-3-carboxamide OC(CC1=NSC(=N1)NC(=O)C1=CSC(=C1)C1=CC(=CC=C1)OC)C